C(CCC)C12CC3CC(CC(C1)C3)C2 n-butyl-adamantane